2-[2-[3-(carboxymethyl)-5-methyl-2(3H)-benzothiazolylidenemethyl]-1-butenyl]-3-ethyl-5-methylbenzene C(=O)(O)CN1C(SC2=C1C=C(C=C2)C)=CC(=CC2=CC=C(C=C2CC)C)CC